4-[4-cyano-2-({[(2'R,4S)-6-(1H-pyrazol-5-yl)-2,3-dihydrospiro[chromen-4,1'-cyclopropane]-2'-yl]carbonyl}amino)phenyl]butanoic acid C(#N)C1=CC(=C(C=C1)CCCC(=O)O)NC(=O)[C@H]1[C@]2(C1)CCOC1=CC=C(C=C12)C1=CC=NN1